C(C)(C)(C)NC1=NC(=NC(=N1)NC1=CC(=CC(=C1)S(=O)(=O)C)F)C1=NC(=CC=C1)C(C)(F)F N2-(tert-butyl)-6-(6-(1,1-difluoroethyl)pyridin-2-yl)-N4-(3-fluoro-5-(methylsulfonyl)phenyl)-1,3,5-triazine-2,4-diamine